(R)-6-amino-2-((2-(1-isopropyl-1H-1,2,4-triazol-5-yl)-5,6-dihydrobenzo[f]imidazo[1,2-d][1,4]oxazepin-9-yl)amino)hexanamide NCCCC[C@H](C(=O)N)NC1=CC2=C(C=3N(CCO2)C=C(N3)C3=NC=NN3C(C)C)C=C1